[Ti].[Ir].[Ru] Ruthenium-iridium titanium